C(C1=CC=CC=C1)C(C(=O)C1=C(C=CC=C1)N1CCOCC1)(CC)N(C)C 2-benzyl-2-(dimethylamino)-1-((4-morpholinyl)phenyl)-1-butanone